N-(1-(4-fluorocyclohexyl)-2-((4-((S)-2-methoxy-1-((S)-2-oxo-4-(trifluoromethyl)imidazolidin-1-yl)ethyl)pyridin-2-yl)amino)-2-oxoethyl)-1-methyl-1H-pyrazole-5-carboxamide FC1CCC(CC1)C(C(=O)NC1=NC=CC(=C1)[C@@H](COC)N1C(N[C@@H](C1)C(F)(F)F)=O)NC(=O)C1=CC=NN1C